BrC1=C(CCCC1=O)NC(C1=CC(=C(C(=C1)F)OC)F)=O N-(2-bromo-3-oxo-cyclohexen-1-yl)-3,5-difluoro-4-methoxy-benzamide